OC1=C(C=C(C=C1C)C1=NC2=CC(=C(C=C2C(N1)=O)OC)OC)C 2-(4-hydroxy-3,5-dimethylphenyl)-6,7-dimethoxyquinazolin-4(3H)-one